6-(tert-butyl)-10-cyclobutoxy-2-oxo-6,7-dihydro-2H-pyrido[2',1':3,4]pyrazino[1,2-b]indazole-3-carboxylic acid C(C)(C)(C)C1N2C(C=3N(N=C4C(=CC=CC34)OC3CCC3)C1)=CC(C(=C2)C(=O)O)=O